CC=1SC(=C(N1)C)CCNC(C1=CC=CC=C1)=O N-(2-(2,4-dimethylthiazol-5-yl)ethyl)benzamide